NC1=NC(=C(C=2N1C(N(N2)CCC2=NN=NN2)=O)C2=CC(=NC(=C2)C)C)C2=CC=CC=C2 5-amino-8-(2,6-dimethyl-4-pyridyl)-7-phenyl-2-[2-(1H-tetrazol-5-yl)ethyl]-[1,2,4]triazolo[4,3-c]pyrimidin-3-one